[Si](C)(C)(C(C)(C)C)OC=1C(=C(C(=O)OC)C=CC1)C methyl 3-(tert-butyldimethylsilyloxy)-2-methylbenzoate